COC1=C(C=C2C3=C(N(C2=C1)C)C(=NC=C3)C)C3=CC=C(C=C3)NC(=O)C=3N=CN(C3)C N-(4-(7-methoxy-1,9-dimethyl-9H-pyrido[3,4-b]indol-6-yl)phenyl)-1-methyl-1H-imidazole-4-formamide